FC=1C(=C(C=CC1)[C@@H]1C2=C(NC(=C1C(=O)OC)CF)COC2=O)[C@@H](C)F |o1:23| methyl (R)-4-(3-fluoro-2-((R or S)-1-fluoroethyl) phenyl)-2-(fluoromethyl)-5-oxo-1,4,5,7-tetrahydrofurano[3,4-b]pyridine-3-carboxylate